O=C1N(CC2=CC(=CC=C12)N1C(N(CC1)C1=CC=CC2=C1N(C=N2)COCC[Si](C)(C)C)=O)C2C(N(C(CC2)=O)COCC[Si](C)(C)C)=O 3-(1-oxo-5-(2-oxo-3-(1-((2-(trimethylsilyl)ethoxy)methyl)-1H-benzo[d]imidazol-7-yl)imidazolidin-1-yl)isoindolin-2-yl)-1-((2-(trimethylsilyl)ethoxy)methyl)piperidine-2,6-dione